ClC1=NN(C(=C1)Cl)C1(CC1)C(=O)OC methyl 1-(3,5-dichloro-1H-pyrazol-1-yl)cyclopropanecarboxylate